CS(=O)(=O)NCCNC(=O)C=1C=CC=2N(C1)N=CC2C2=NC(=CC=C2)C2CNCCC2 N-[2-(methanesulfonamido)ethyl]-3-[6-(3-piperidyl)-2-pyridyl]pyrazolo[1,5-a]pyridine-6-carboxamide